distearoylhydroxyethyl-methylammonium C(CCCCCCCCCCCCCCCCC)(=O)[N+](C)(CCO)C(CCCCCCCCCCCCCCCCC)=O